BrCC=1C(=NN(C1)C1=CC=CC=C1)C1=CC=C(C=C1)F (bromomethyl)-3-(4-fluorophenyl)-1-phenyl-1H-pyrazole